ethyl 3-oxo-6-[4-(trifluoromethyl) phenyl]-2-(1-{[2-(trimethylsilyl) ethoxy] methyl}-1H-pyrazol-4-yl)-2,3-dihydropyridazine-4-carboxylate O=C1N(N=C(C=C1C(=O)OCC)C1=CC=C(C=C1)C(F)(F)F)C=1C=NN(C1)COCC[Si](C)(C)C